C(#N)C1=C(C=C(C=N1)NCC(C(=O)O)=C)C=CC1CCC(CC1)C(F)(F)F 2-[[[6-cyano-5-[2-[4-(trifluoromethyl)cyclohexyl]vinyl]-3-pyridinyl]amino]methyl]prop-2-enoic acid